lanthanum-cerium sulfate S(=O)(=O)([O-])[O-].[Ce+3].[La+3].S(=O)(=O)([O-])[O-].S(=O)(=O)([O-])[O-]